C(C)NC(=O)N1[C@H]([C@H](CCC1)NS(=O)(=O)C)CO[C@@H]1[C@H](CCC1)OC1=CC=CC=C1 cis-N-ethyl-3-((methylsulfonyl)amino)-2-((((1S,2S)-2-phenoxycyclopentyl)oxy)methyl)-piperidine-1-carboxamide